CC1(OB(OC1(C)C)C1=CC=C(C=C1)N1[C@H]2CN([C@@H](C1)C2)C(=O)[O-])C (1R,4R)-5-(4-(4,4,5,5-tetramethyl-1,3,2-dioxaborolan-2-yl)phenyl)-2,5-diazabicyclo[2.2.1]heptane-2-carboxylate